ClC=1C(=C(C=C2N=CC(=NC12)C=1C=NN(C1)CC1CCN(CC1)C(=O)OC(C)(C)C)C)OC=1C=CC2=C(NC(=N2)C)C1 tert-Butyl 4-((4-(8-chloro-6-methyl-7-((2-methyl-1H-benzo[d]imidazol-6-yl)oxy)quinoxalin-2-yl)-1H-pyrazol-1-yl)methyl)piperidine-1-carboxylate